C(C)(C)(C)OC(=O)N1C[C@@H](CC1)[C@H](C(=O)OC(C)(C)C)CC1=CC(=CC=C1)CC=C (3S)-3-[(2R)-1-(tert-butoxy)-1-oxo-3-[3-(prop-2-en-1-yl)phenyl]prop-2-yl]pyrrolidine-1-carboxylic acid tert-butyl ester